4-(Aminomethyl)-1-(4-methylbenzyl)pyrrolidin-2-one NCC1CC(N(C1)CC1=CC=C(C=C1)C)=O